SCOC1=C(C(=CC(=C1)OCS)OCS)OCS 1,2,3,5-tetra(mercaptomethoxy)benzene